C(C1=CC=CC=C1)OCOC(=O)N1CCC(CC1)C1=CC=C(C=C1)NC(C1=CC(=C(C=C1)C)NC1=NC=CC(=N1)C=1C=NC=CC1)=O 4-{4-[4-Methyl-3-(4-pyridin-3-yl-pyrimidin-2-ylamino)-benzoylamino]-phenyl}-piperidine-1-carboxylic acid benzyloxymethyl ester